magnesium di-L-glutamate N[C@@H](CCC(=O)[O-])C(=O)[O-].N[C@@H](CCC(=O)[O-])C(=O)[O-].[Mg+2].[Mg+2]